3-(trifluoromethyl)-2,3-dihydrofuran-2-amine-13C FC(C1[13CH](OC=C1)N)(F)F